methyl-(diphenyl)borane CB(C1=CC=CC=C1)C1=CC=CC=C1